C(C)(C)(C)OC(N([C@@H]1C[C@@H](N(C2=CC=CC=C12)C(CC)=O)C)C1=CC=C(C=C1)C=O)=O tert-butyl(4-formylphenyl)((2S,4R)-2-methyl-1-propionyl-1,2,3,4-tetrahydroquinolin-4-yl)carbamate